C(C)O[Si](CCCCCCCC)(CCCCCCCC)CCCCCCCC ethoxytrioctylsilane